O-(((1s,4s)-4-hydroxy-4-methylcyclohexyl)methyl) hydrazinecarbothioate N(N)C(OCC1CCC(CC1)(C)O)=S